ClC1=C2C=C(N(C2=CC(=C1)Cl)CCNC1=CC(=NC=N1)C1=CC(=CS1)OCC)C#N 5-{6-[2-(4,6-Dichloro-2-cyano-indol-1-yl)-ethylamino]-pyrimidin-4-yl}-3-ethoxy-thiophen